CC1=C(C=CC(=C1)N(CCCCCC)CCCCCC)C1(OC(=O)C2=NC=CN=C12)C1=C(N(C2=CC=CC=C12)CCCCCCCC)C 3-(2-methyl-4-di-n-hexylaminophenyl)-3-(1-n-octyl-2-methylindol-3-yl)-4,7-diaza-phthalide